OC1CN(C1)C(=O)C1=CC=C(C=C1)C#CC1=CC=C(C=C1)C1=CC(=NO1)CN1C(=NC=C1)[C@H](C)O (S)-(3-hydroxyazetidin-1-yl)(4-((4-(3-((2-(1-hydroxyethyl)-1H-imidazol-1-yl)methyl)isoxazol-5-yl)phenyl)ethynyl)phenyl)methanone